NC1=CC(=C(OC=2C=C3C(C(NC3=CC2)=O)(F)F)C(=C1)Cl)Cl 5-(4-amino-2,6-dichlorophenoxy)-3,3-difluoroindol-2-one